5-(6-(tert-butyl)-4-methoxytetrahydro-2H-pyran-2-yl)-N-(2-cyclohexyl-1,5-dimethyl-3-oxo-2,3-dihydro-1H-pyrazol-4-yl)-4-methylisoxazole-3-carboxamide C(C)(C)(C)C1CC(CC(O1)C1=C(C(=NO1)C(=O)NC=1C(N(N(C1C)C)C1CCCCC1)=O)C)OC